(3R,4R)-4-({5-chloro-7-isopropylimidazo[4,3-f][1,2,4]triazin-2-yl}amino)-1-(cyclopropanesulfonyl)piperidin-3-ol ClC=1N=C(N2N=C(N=CC21)N[C@H]2[C@@H](CN(CC2)S(=O)(=O)C2CC2)O)C(C)C